4-(((1s,4s)-4-((tert-Butoxycarbonyl)amino)cyclohexyl)oxy)-2-methylthiazole-5-carboxylic acid C(C)(C)(C)OC(=O)NC1CCC(CC1)OC=1N=C(SC1C(=O)O)C